8-[(2-amino-3-fluoropyridin-4-yl)methyl]-5-(2-fluoro-4-iodoanilino)imidazo[1,5-a]Pyridine NC1=NC=CC(=C1F)CC=1C=2N(C(=CC1)NC1=C(C=C(C=C1)I)F)C=NC2